COC=1C(=C2C=CN(C2=C(C1)C)C(=O)OC(C)(C)C)CN1[C@@H](CC2(CCCO2)CC1)C1=CC=C(C=C1)C(=O)OC tert-butyl 5-methoxy-4-(((7S)-7-(4-(methoxycarbonyl) phenyl)-1-oxa-8-azaspiro[4.5]dec-8-yl) methyl)-7-methyl-1H-indole-1-carboxylate